4-(4-fluoro-phenoxy)-1-((4-phenoxybutyryl)glycyl)pyrrolidine-2-carboxamide FC1=CC=C(OC2CC(N(C2)C(CNC(CCCOC2=CC=CC=C2)=O)=O)C(=O)N)C=C1